CC(CN)CC(CCCN)C 2,4-dimethylheptane-1,7-diamine